10-methoxy-2,4,5,6-tetrahydrobenzo[6,7]cyclohepta[1,2-c]pyrazole-8-carboxamide COC1=CC(=CC=2CCCC=3C(=NNC3)C21)C(=O)N